methyl 4-{[3-(4-{[(3S,4R)-3-fluoro-1-(2-hydroxyethyl)piperidin-4-yl]amino}-1-(2,2,2-trifluoroethyl)-1H-indol-2-yl)prop-2-yn-1-yl]amino}-3-methoxybenzoate F[C@H]1CN(CC[C@H]1NC1=C2C=C(N(C2=CC=C1)CC(F)(F)F)C#CCNC1=C(C=C(C(=O)OC)C=C1)OC)CCO